C(CCCCC)OC1(C(C=C(C=C1)N=NC1=CC=CC=C1)C)OCCCCCC 4,4-bis(hexyloxy)-3-methylazobenzene